3-[(3R)-1-azabicyclo[2.2.2]oct-3-yloxy]-5-(5-ethyl-1,3-thiazol-2-yl)benzonitrile N12C[C@@H](C(CC1)CC2)OC=2C=C(C#N)C=C(C2)C=2SC(=CN2)CC